1-ethyl-2,3-dimethyl-imidazole chloride [Cl-].C(C)N1C(N(C=C1)C)C